1-((benzo[d]thiazol-2-ylamino)(5-chloro-1-phenyl-3-trifluoromethyl-1H-pyrazol-4-yl)methyl)naphthalen-2-ol S1C(=NC2=C1C=CC=C2)NC(C2=C(C=CC1=CC=CC=C21)O)C=2C(=NN(C2Cl)C2=CC=CC=C2)C(F)(F)F